Ethyl (4-((4-(3-(5-(tert-butyl)thiazol-2-yl)ureido)naphthalen-1-yl)oxy)pyridin-2-yl)carbamate C(C)(C)(C)C1=CN=C(S1)NC(NC1=CC=C(C2=CC=CC=C12)OC1=CC(=NC=C1)NC(OCC)=O)=O